1,3-dimethyl-1,3,8-triazaspiro[4.5]decane-2,4-dione CN1C(N(C(C12CCNCC2)=O)C)=O